[Br-].O1CCOCCNCCOCCOCCNCC1.[Eu+2].[Br-] Europium(II) 1,4,10,13-tetraoxa-7,16-diazacyclooctadecane bromide